ClC=1C=NC(=C(C(=O)NC2CCC(CC2)CN2C(N(C3=NC=CC=C32)C=3C=C2C=C(NC2=CC3)CO)=O)C1)C(F)F 5-chloro-2-(difluoromethyl)-N-((1r,4r)-4-((3-(2-(hydroxymethyl)-1H-indol-5-yl)-2-oxo-2,3-dihydro-1H-imidazo[4,5-b]pyridin-1-yl)methyl)cyclohexyl)nicotinamide